Cl.CC=1C2=C(NC(C1)=O)C=CS2C=2NC=1C(=CC3=C(CCNCC3)C1)N2 7-methyl-1-(1,5,6,7,8,9-hexahydroimidazo[4',5':4,5]benzo[1,2-d]azepin-2-yl)thieno[3,2-b]pyridin-5(4H)-one hydrochloride